4-(Azetidin-3-yl)-N,N-diphenyl-aniline N1CC(C1)C1=CC=C(N(C2=CC=CC=C2)C2=CC=CC=C2)C=C1